4-(3-(cyclopropylmethoxy)-1-((3,3-difluorocyclopentyl)methyl)-4-(trifluoromethyl)-1H-pyrazole-5-carboxamido)picolinamide C1(CC1)COC1=NN(C(=C1C(F)(F)F)C(=O)NC1=CC(=NC=C1)C(=O)N)CC1CC(CC1)(F)F